montanyl lignocerate C(CCCCCCCCCCCCCCCCCCCCCCC)(=O)OCCCCCCCCCCCCCCCCCCCCCCCCCCCC